O=C(CSCC(=O)NC1=CC=CC=C1)N1CCCC2=CC=CC=C12 2-{[2-oxo-2-(1,2,3,4-tetrahydroquinolin-1-yl)ethyl]sulfanyl}-N-phenylacetamide